bis-[3-(3,5-di-tert-butyl-4-hydroxyphenyl)propionyl]hexanediamine C(C)(C)(C)C=1C=C(C=C(C1O)C(C)(C)C)CCC(=O)C(C(N)(N)C(CCC1=CC(=C(C(=C1)C(C)(C)C)O)C(C)(C)C)=O)CCCC